C(C)OP(=O)(OCC)OCC.B(F)(F)F boron trifluoride triethyl-phosphate